C(#N)C1=C(C(=C(C(=C1)C1CC1)CC(=O)N[S@@](=O)(=N)C=1SC(=CC1F)C(C)(C)O)C(C)C)F |o1:15| (S)- or (R)-2-(4-cyano-6-cyclopropyl-3-fluoro-2-isopropylphenyl)-N-(3-fluoro-5-(2-hydroxypropan-2-yl)thiophen-2-ylsulfonimidoyl)acetamide